C(C)(C)OC1=CC(=NC=C1)C=1N=C(SC1)NC1=NC=C(C=C1N1C(CCC1)=O)C(F)(F)F 1-(2-(4-(4-isopropoxypyridin-2-yl)thiazol-2-ylamino)-5-(trifluoromethyl)pyridin-3-yl)pyrrolidin-2-one